7-(4-(trifluoromethyl)phenyl)-2-naphthoic acid ethyl ester C(C)OC(=O)C1=CC2=CC(=CC=C2C=C1)C1=CC=C(C=C1)C(F)(F)F